[Li].N1=CC=C2C=CC=3C(=C12)C=C1C=CC=CC13 indenoindole lithium salt